bis(N-methylphenylamino)methylvinylsilane CN(C1=CC=CC=C1)C(N(C)C1=CC=CC=C1)C=C[SiH3]